magnesium L-glycinate NCC(=O)[O-].[Mg+2].NCC(=O)[O-]